1-(4-methoxyphenyl)pyrrolidin-2-one COC1=CC=C(C=C1)N1C(CCC1)=O